BrC=1C=CC(NC1CCC=C)=O 5-bromo-6-(but-3-en-1-yl)pyridin-2(1H)-one